FC1=C(CN2C=NC(=CC2=O)C(=O)N)C(=CC=C1)F 1-(2,6-difluorobenzyl)-6-oxo-1,6-dihydropyrimidine-4-carboxamide